FC1=CC=2N(C(=C1)N[C@H]1[C@H](CN(CC1)C)F)N=C(C2C=C)C#CCNC2=C(C=C(C=C2)S(=O)(=O)C)OC 5-fluoro-N-((3S,4R)-3-fluoro-1-methylpiperidin-4-yl)-2-(3-((2-methoxy-4-(methylsulfonyl)phenyl)amino)prop-1-yn-1-yl)-3-vinylpyrazolo[1,5-a]pyridin-7-amine